O[C@@]1(OC=2C=C(C=C(C2C([C@@H]1O)=O)O)O)C1=CC(O)=C(O)C=C1 hydroxy-dihydroquercetin